C1(CCCC1)NC=1C=C(C=C2C=C(NC12)C1=CC=CC=C1)C(=O)OCC ethyl 7-(cyclopentylamino)-2-phenyl-1H-indol-5-carboxylate